ruthenium(III) nitrosylacetate N(=O)CC(=O)[O-].[Ru+3].N(=O)CC(=O)[O-].N(=O)CC(=O)[O-]